NC=1C=C(C=C(C1)C(F)(F)F)[C@@H](C)NC1=NC(=NC2=C3C(=C(C=C12)N1CCC(CC1)(O)C)CCC3)C (R)-1-(4-((1-(3-amino-5-(trifluoromethyl)phenyl)ethyl)amino)-2-methyl-8,9-dihydro-7H-cyclopenta[h]quinazolin-6-yl)-4-methylpiperidin-4-ol